3-Azabicyclo[3.2.1]octan-8-ol C12CNCC(CC1)C2O